(3-{2-[(1S)-1-hydroxybutyl]-4-methylpyrimidin-5-yl}-1,6-naphthyridin-7-yl)cyclopropanecarboxamide O[C@@H](CCC)C1=NC=C(C(=N1)C)C=1C=NC2=CC(=NC=C2C1)C1(CC1)C(=O)N